C1(CCC1)C1=C(C=C(COC(=O)C=2C=CC=C3C=NNC23)C=C1)F 4-cyclobutyl-3-fluorobenzyl-1H-indazole-7-carboxylate